2-(2-bromophenoxy)pyridine BrC1=C(OC2=NC=CC=C2)C=CC=C1